ClC1=C(C=C(C=C1)F)[C@@H]1COCCCN1C1=NC(=NC(=C1)C)N |r| (+/-)-4-[3-(2-chloro-5-fluoro-phenyl)-1,4-oxazepan-4-yl]-6-methyl-pyrimidin-2-amine